1-(4-(2-(2-isopropoxyphenyl)-1,3-selenazol-5-yl)benzyl)azetidine-3-carboxylic acid methyl ester COC(=O)C1CN(C1)CC1=CC=C(C=C1)C1=CN=C([Se]1)C1=C(C=CC=C1)OC(C)C